FC=1C=C2N=C(C(NC2=CC1CN[C@@H]1[C@@H](C[C@H](CC1)NCC=1C=2N(C=CC1)C=CN2)O)=O)C 6-fluoro-7-((((1S,2R,4S)-2-hydroxy-4-((imidazo[1,2-a]pyridin-8-ylmethyl)amino)cyclohexyl)amino)methyl)-3-methylquinoxalin-2(1H)-one